[Cl-].C(C=C)[N+](C)(C)CC=C diallyl-dimethylammonium chloride